(1-(4-cyclobutyl-2-ethyl-5-(5-(2-methoxyethyl)-4H-1,2,4-triazol-3-yl)benzoyl)piperidin-4-yl)benzonitrile C1(CCC1)C1=CC(=C(C(=O)N2CCC(CC2)C2=C(C#N)C=CC=C2)C=C1C1=NN=C(N1)CCOC)CC